CN1C(C2C34C5CC(=CCC5C(C2CC1)C4)C3)=O 4-methyl-4-aza-pentacyclo[10.2.1.11,8.02,7.09,14]-11-hexadecene-3-one